C(#C)C1CN(C1)S(=O)(=O)C 3-ethynyl-1-(methyl-sulfonyl)azetidine